C1(=CC=C(C=C1)C1(CC(CCC1)C1NCCC1)O)C1=CC=CC=C1 1-([1,1'-biphenyl]-4-yl)-3-(pyrrolidin-2-yl)cyclohexan-1-ol